N-[(2R)-1-[(7-amino-3-methyl-1,2,3-benzotriazol-5-yl)methoxy]propan-2-yl]-5-chloropyrazolo[1,5-a]pyrimidine-3-carboxamide NC1=CC(=CC2=C1N=NN2C)COC[C@@H](C)NC(=O)C=2C=NN1C2N=C(C=C1)Cl